(2R,3R,4R,5R)-4-((tert-butyldimethylsilyl)oxy)-5-(hydroxymethyl)-2-(4-oxo-4,5-dihydro-1H-imidazo[4,5-c]pyridin-1-yl)tetrahydrofuran-3-yl hydrogen Phosphonate P(O[C@H]1[C@@H](O[C@@H]([C@H]1O[Si](C)(C)C(C)(C)C)CO)N1C=NC=2C(NC=CC21)=O)(O)=O